3-(3,3-dimethyl-2,3-dihydrofuro[3,2-b]pyridin-6-yl)-1-((2-(isopropylamino)pyridin-4-yl)methyl)-5,5-dimethylimidazolidine-2,4-dione CC1(COC=2C1=NC=C(C2)N2C(N(C(C2=O)(C)C)CC2=CC(=NC=C2)NC(C)C)=O)C